COC(C1=NC=C(C=C1C(F)(F)F)N)=O 5-amino-3-(trifluoromethyl)picolinic acid methyl ester